FC=1C=CC(=C2C=C(NC(C12)=O)CCC(=O)N1CCN(CC1)C1=NC=C(C#N)C=C1)C 6-(4-(3-(8-fluoro-5-methyl-1-oxo-1,2-dihydroisoquinolin-3-yl)propanoyl)piperazin-1-yl)nicotinonitrile